(4-(1,2-Diazidoethyl)phenyl)(methyl)sulfane N(=[N+]=[N-])C(CN=[N+]=[N-])C1=CC=C(C=C1)SC